CC1=NN(C=C1C=O)CC(F)(F)F 3-methyl-1-(2,2,2-trifluoroethyl)pyrazole-4-carbaldehyde